CC(CCC)CC(CCCCCC)C L-4,6-dimethyldodecane